NC1=C(C=C(C(=O)OC)C=C1NCC1COCC1)F Methyl 4-amino-3-fluoro-5-(((tetrahydrofuran-3-yl)methyl)amino)benzoate